CC=1SC(=C(N1)C)C=1C=CC(=C(C1)C(=O)N[C@H](CN1CCN(CC1)S(=O)(=O)C1=C(N=C(S1)NC(OC)=O)C)C)F methyl N-[5-({4-[(2S)-2-{[5-(2,4-dimethyl-1,3-thiazol-5-yl)-2-fluorophenyl]formamido}propyl]piperazin-1-yl}sulfonyl)-4-methyl-1,3-thiazol-2-yl]carbamate